COC(CC1(C(CN(CC1)C(=O)OC(C)(C)C)C)C[N+](=O)[O-])=O tert-butyl 4-(2-methoxy-2-oxoethyl)-3-methyl-4-(nitromethyl)piperidine-1-carboxylate